(E)-3-(furan-2-yl)-1-(1-methyl-1H-imidazole-2-yl)propane-2-eneal O1C(=CC=C1)/C=C/C(=O)C=1N(C=CN1)C